2-(((3-chloro-4-fluorophenyl)(5-methyl-4-(methylsulfonyl)-1H-imidazol-2-yl)methoxy)methyl)pyridine ClC=1C=C(C=CC1F)C(OCC1=NC=CC=C1)C=1NC(=C(N1)S(=O)(=O)C)C